acetyl-tartaric anhydride C(C)(=O)C1(C(=O)OC(C1O)=O)O